C(C1=CC=CC=C1)O[C@@H]1CO[C@@H]([C@@H]1OCC1=CC=CC=C1)COCC1=CC=CC=C1 (3R,4R,5R)-3,4-bis(benzyloxy)-5-((benzyloxy)methyl)tetrahydrofuran